N-[2-[1-(4-chloro-phenyl)pyrazol-3-yl]oxyethyl]quinazolin-4-amine ClC1=CC=C(C=C1)N1N=C(C=C1)OCCNC1=NC=NC2=CC=CC=C12